C(C)(C)(C)N1N=C(C=C1NC(OCC1=CC=CC=C1)=O)[C@@H]1C[C@@H](CC1)OC(NC1(CC1)C)=O benzyl (1-(tert-butyl)-3-((1S,3R)-3-(((1-methylcyclopropyl)carbamoyl)oxy)cyclopentyl)-1H-pyrazol-5-yl)carbamate